CN1C=C(C=C1)C1=NC(=C2C=CC=NC2=C1)OC[C@@H]1CNCCO1 7-(1-Methyl-1H-pyrrol-3-yl)-5-{[(2S)-morpholin-2-yl]methoxy}-1,6-naphthyridine